ClC1=CC=C(C=C1)C(C)(C#C)C=1N=C(SC1)NC(=O)NO 1-(4-(2-(4-chlorophenyl)-but-3-yn-2-yl)thiazol-2-yl)-3-hydroxyurea